CC1=CC2=C3C(N(C=C2C=C1)C1=CC=CC=C1)=C1C=CC=CC1=C3 2-methyl-6-phenyl-6H-indeno[1,2-c]isoquinoline